C(#N)C1(CC1)NC([C@H](CC(C)C)N[C@H](C(F)(F)F)C=1C=CC2=C(OC3=C2C=CC(=C3)F)C1)=O (S)-N-(1-cyanocyclopropyl)-4-methyl-2-(((S)-2,2,2-trifluoro-1-(7-fluorodibenzo[b,d]furan-3-yl)ethyl)amino)pentanamide